NC1C(NC(CC1)=O)=O 3-aminopiperidine-2,6-dione